(R)-2-benzylamino-butyric acid C(C1=CC=CC=C1)N[C@@H](C(=O)O)CC